C12C(C3CC(CC(C1)C3)C2)OCCOCCNC(=O)C2=NN(C(=C2C)C2=CC=C(C=C2)Cl)C2=C(C=C(C=C2)Cl)Cl N-(2-(2-(((1r,3r,5r,7r)-adamantan-2-yl)oxy)ethoxy)ethyl)-5-(4-chlorophenyl)-1-(2,4-dichlorophenyl)-4-methyl-1H-pyrazole-3-carboxamide